1-(2-hydroxy-3-bromophenyl)ethanone OC1=C(C=CC=C1Br)C(C)=O